C(C)N1N=CC=C1C1=C(N=NC(=C1)N1[C@@H](COCC1)C)C(C)N 1-(4-(1-ethyl-1H-pyrazol-5-yl)-6-((R)-3-methylmorpholino)pyridazin-3-yl)ethan-1-amine